6-methoxy-5-(3-methoxypropoxy)pyridin-3-ol COC1=C(C=C(C=N1)O)OCCCOC